NS(=O)(C1=CN=C(S1)C(C)(C)OC)=NC(OC(C)(C)C)=O Tert-butyl (amino(2-(2-methoxypropan-2-yl)thiazol-5-yl)(oxo)-λ6-sulfaneylidene)carbamate